BrC=1C(=C(C=C(C1)C)C(C(C(=O)C=1C=NC=CC1)C)=O)O 1-(3-Bromo-2-hydroxy-5-methyl-phenyl)-2-methyl-3-(3-pyridyl)propane-1,3-dione